C(CCCCC)C(CC(=O)OCCCCCC(CCCCCOC(CN(C)C(CC(CCCCCCCC)CCCCCC)=O)=O)N(CCC)CCCCO[Si](C1=CC=CC=C1)(C1=CC=CC=C1)C(C)(C)C)CCCCCCCC 6-((4-((tert-Butyldiphenylsilyl)oxy)butyl)(propyl)amino)-11-((N-(3-hexylundecanoyl)-N-methylglycyl)oxy)undecyl 3-hexylundecanoate